6-fluoro-7-iodo-chromane-8-carbonitrile FC=1C=C2CCCOC2=C(C1I)C#N